tert-butyl 3-((4-methoxybenzyl) thio)-1H-pyrazolo[3,4-b]pyridine-1-carboxylate COC1=CC=C(CSC2=NN(C3=NC=CC=C32)C(=O)OC(C)(C)C)C=C1